4-(tert-butyl)-2-(imidazo[1,2-a]pyridin-2-yl)-4,5-dihydro-oxazole C(C)(C)(C)C1N=C(OC1)C=1N=C2N(C=CC=C2)C1